N-(3-cyanophenyl)-5-(4-fluorophenyl)-5-hydroxy-octahydrocyclopenta[c]pyrrole-2-carboxamide C(#N)C=1C=C(C=CC1)NC(=O)N1CC2C(C1)CC(C2)(O)C2=CC=C(C=C2)F